OC=1C=CC=C(C1)C1=CC=CC=2NN=NC21 5-hydroxyphenyl-benzotriazole